2,4-diphenyl-6-(2-hydroxy-4-butoxyethoxy)-1,3,5-triazine C1(=CC=CC=C1)C1=NC(=NC(=N1)C1=CC=CC=C1)OCCOCCC(C)O